2-(chloromethyl)-1-(difluoromethyl)benzimidazole hydrochloride Cl.ClCC1=NC2=C(N1C(F)F)C=CC=C2